C(C)(C)(C)OC(=O)NC[C@@H](C)N1N=C(C=C1C(=O)O)C(=O)OC 2-[(1R)-2-(tert-butoxycarbonylamino)-1-methyl-ethyl]-5-methoxycarbonyl-pyrazole-3-carboxylic acid